1-(1H-pyrrol-2-ylmethyl-piperidin-4-yl)-2,3-dihydro-1H-isoindole-4-carboxylic acid amide N1C(=CC=C1)CN1CCC(CC1)C1NCC=2C(=CC=CC12)C(=O)N